1-(4-bromophenyl)propan-2-one ethyl-hydroxy-6-phenyl-5,6-dihydro-4H-pyrrolo[1,2-b]pyrazole-2-carboxylate C(C)C1CC(N2N=C(C(=C21)O)C(=O)O)C2=CC=CC=C2.BrC2=CC=C(C=C2)CC(C)=O